ClC1=C(C(=O)N2CCN(CC2)C(=O)OC[C@]2([C@@H](N3C(C[C@H]3S2(=O)=O)=O)C(=O)O)C)C=CC(=C1O)O (2S,3R,5R)-3-(((4-(2-chloro-3,4-dihydroxybenzoyl)piperazine-1-carbonyl)oxy)methyl)-3-methyl-7-oxo-4-thia-1-azabicyclo[3.2.0]heptane-2-carboxylic acid 4,4-dioxide